4-(7-fluoro-imidazo[1,2-a]pyridin-3-yl)-7-((6-((3aR,6aR)-hexahydro-pyrrolo[3,4-b]pyrrol-1(2H)-yl)pyridin-2-yl)amino)isoindolin-1-one FC1=CC=2N(C=C1)C(=CN2)C2=C1CNC(C1=C(C=C2)NC2=NC(=CC=C2)N2[C@@H]1[C@H](CC2)CNC1)=O